CC1(CC=C(CC1)CCC1OCC2(CO1)COC(OC2)CCC2=CCC(CC2)(C)C)C 3,9-bis(2-(4,4-dimethylcyclohex-1-en-1-yl)ethyl)-2,4,8,10-tetraoxaspiro[5.5]undecane